(azetidin-1-yl)-2-chloropyridine N1(CCC1)C=1C(=NC=CC1)Cl